COC1CC(C1)C=1SC=C(N1)C(F)(F)F 2-(3-methoxycyclobutyl)-4-(trifluoromethyl)thiazole